[Ca+2].C1(=CC=CC2=CC=CC=C12)S(=O)(=O)[O-].C1(=CC=CC2=CC=CC=C12)S(=O)(=O)[O-] α-naphthalenesulfonic acid, calcium salt